methyl (2S)-2-hydrazinylpropanoate hydrochloride Cl.N(N)[C@H](C(=O)OC)C